7-(1-(trifluoromethoxy)ethyl)quinoline-4-carboxylic acid methyl ester COC(=O)C1=CC=NC2=CC(=CC=C12)C(C)OC(F)(F)F